dimethyl bicyclo[1.1.1]pentane-1,3-dicarboxylate C12(CC(C1)(C2)C(=O)OC)C(=O)OC